6-(4-cyclopropyl-6-methoxypyrimidin-5-yl)-1-(4-(5-methoxy-3-(trifluoromethyl)-1H-pyrazol-1-yl)benzyl)-1H-pyrazolo[3,4-d]pyrimidine C1(CC1)C1=NC=NC(=C1C1=NC=C2C(=N1)N(N=C2)CC2=CC=C(C=C2)N2N=C(C=C2OC)C(F)(F)F)OC